2-((3-(cis-2-hydroxy-2-methylcyclobutoxy)-1-(methyl-d3)-1H-pyrazol-4-yl)amino)-7-((3R,4R)-4-methyltetrahydrofuran-3-yl)-7H-pyrrolo[2,3-d]pyrimidine-6-carbonitrile O[C@@]1([C@@H](CC1)OC1=NN(C=C1NC=1N=CC2=C(N1)N(C(=C2)C#N)[C@H]2COC[C@@H]2C)C([2H])([2H])[2H])C